(4-(4-bromophenoxy)phenyl)-6-methoxy-7-((1-methylpiperidin-4-yl)methoxy)quinazolin-4-amine BrC1=CC=C(OC2=CC=C(C=C2)C2=NC3=CC(=C(C=C3C(=N2)N)OC)OCC2CCN(CC2)C)C=C1